(2-((5-cyano-4-phenoxypyrimidin-2-yl)amino)-5-(4-ethylpiperazin-1-yl)phenyl)acrylamide C(#N)C=1C(=NC(=NC1)NC1=C(C=C(C=C1)N1CCN(CC1)CC)C(C(=O)N)=C)OC1=CC=CC=C1